3,5-Dioctyl-1,2,4-triazole C(CCCCCCC)C1=NNC(=N1)CCCCCCCC